FC=1C=C(C=CC1C1CCN(CC1)C1C(CNCC1)F)NC1C(NC(CC1)=O)=O 3-((3-fluoro-4-(cis-3'-fluoro-[1,4'-bipiperidin]-4-yl)phenyl)amino)piperidine-2,6-dione